C(C)OC(=O)C=1C=C(NC1C1=C(C=CC=C1)[N+](=O)[O-])C1=CC(=CC(=C1)F)F (3,5-difluorophenyl)-5-(2-nitrophenyl)Azole-4-carboxylic acid ethyl ester